NCC(=O)N[C@@H]1[C@H](CC(C(O)=O)(O)O[C@H]1[C@H](O)[C@H](O)CO)O N-glycyl-neuraminic acid